(S)-2-((R)-3-(cyclopropyl(5-(5,6,7,8-tetrahydro-1,8-naphthyridin-2-yl)pentyl)amino)pyrrolidin-1-yl)-2-(3-fluoro-5-isopropyl-2-methoxyphenyl)acetic acid C1(CC1)N([C@H]1CN(CC1)[C@H](C(=O)O)C1=C(C(=CC(=C1)C(C)C)F)OC)CCCCCC1=NC=2NCCCC2C=C1